2-(2,6-dioxopiperidin-3-yl)-5,6-difluoro-4-(piperidin-4-yl)isoindoline-1,3-dione O=C1NC(CCC1N1C(C2=CC(=C(C(=C2C1=O)C1CCNCC1)F)F)=O)=O